ClC=1C=C(C#N)C=C(C1)CCN1C[C@H](NCC1)COC1=CC(=C(C=C1)S(=O)(=O)C)C(F)(F)F 3-chloro-5-{2-[(3S)-3-{[4-methanesulfonyl-3-(trifluoromethyl)phenoxy]methyl}piperazin-1-yl]ethyl}benzonitrile